FC1(OC2=C(O1)C=CC(=C2)C=2C=C1CCCC(C1=CC2)NC(O[C@@H]2CN1CCC2CC1)=O)F (S)-quinuclidin-3-yl (6-(2,2-difluorobenzo[d][1,3]dioxol-5-yl)-1,2,3,4-tetrahydronaphthalen-1-yl)carbamate